3-chloro-N-((1S,4S)-4-((1-methyl-6-oxo-5-(trifluoromethyl)-1,6-dihydropyridazin-3-yl)amino)cyclohexyl)-1-(2,2,2-trifluoroethyl)-1H-pyrazole-4-carboxamide ClC1=NN(C=C1C(=O)NC1CCC(CC1)NC1=NN(C(C(=C1)C(F)(F)F)=O)C)CC(F)(F)F